C(=O)(O)C(CC=1C=C(CN(CCC=2C=C(C=CC2)CC(C(=O)O)C2CNCC2)CCOC2=CC(=CC=C2)CC(C2CNCC2)C(=O)O)C=CC1)C1CNCC1 3-(3-(2-((3-(2-carboxy-2-(pyrrolidin-3-yl)ethyl)benzyl)(2-(3-(2-carboxy-2-(pyrrolidin-3-yl)ethyl)phenoxy)ethyl)amino)ethyl)phenyl)-2-(pyrrolidin-3-yl)propanoic acid